tert-butylsulfonium C(C)(C)(C)[SH2+]